tert-butyl 4-(4-(4-(benzo[d]thiazol-5-ylamino)quinolin-6-yl)-3-fluorobenzyl)piperazine-1-carboxylate S1C=NC2=C1C=CC(=C2)NC2=CC=NC1=CC=C(C=C21)C2=C(C=C(CN1CCN(CC1)C(=O)OC(C)(C)C)C=C2)F